C(CCCCCCC)[Sn](Cl)(Cl)Cl mono-octyl-tin trichloride